FC1=C(CN2C[C@@H](N(C[C@H]2C)C=2C=3N=C(N(C3N3C(N2)=NN=C3)C[C@H]3OCCC3)C)C)C=CC(=C1)C(F)(F)F 4-((2S,5R)-4-(2-fluoro-4-(trifluoromethyl)benzyl)-2,5-dimethylpiperazin-1-yl)-2-methyl-1-(((S)-tetrahydrofuran-2-yl)methyl)-1H-[1,2,4]triazolo[3,4-b]purine